FC(C)(F)C1=NC(=CC(=N1)NC1=CC(=NC=C1OCC1CC(C1)F)NC(C)=O)C N-(4-((2-(1,1-difluoroethyl)-6-methylpyrimidin-4-yl)amino)-5-(((1r,3r)-3-fluorocyclobutyl)methoxy)pyridin-2-yl)acetamide